2-(cyclobutylmethoxy)-4-(2-(2,4-difluorophenoxy)-5-(ethylsulfonylamino)phenyl)-6-methylpyridine 1-oxide C1(CCC1)COC1=[N+](C(=CC(=C1)C1=C(C=CC(=C1)NS(=O)(=O)CC)OC1=C(C=C(C=C1)F)F)C)[O-]